OCCOC1=CC=C(C=C1)C(C(C)(O)C)=O 1-[4-(2-hydroxyethoxy)phenyl]-2-methyl-2-hydroxy-1-propanone